4-(6-(5-((2,4-difluorophenyl)sulfonamido)-6-methoxypyridin-3-yl)pyrido[3,4-d]pyrimidin-4-yl)piperazine FC1=C(C=CC(=C1)F)S(=O)(=O)NC=1C=C(C=NC1OC)C1=CC2=C(N=CN=C2N2CCNCC2)C=N1